[Cl-].NC1=C[N+](=NO1)C 5-amino-3-methyl-1,2,3-oxadiazol-3-ium chloride